lithium manganous manganate [Mn](=O)(=O)([O-])[O-].[Mn+2].[Li]